(S)-6-(1-(1-(1-acryloyl-3-fluoroazetidine-3-carbonyl)piperidin-4-yl)-5-methyl-1H-1,2,3-triazol-4-yl)-4-(2-hydroxy-1-(pyridin-2-yl)ethoxy)pyrazolo[1,5-a]pyridine-3-carbonitrile C(C=C)(=O)N1CC(C1)(C(=O)N1CCC(CC1)N1N=NC(=C1C)C=1C=C(C=2N(C1)N=CC2C#N)O[C@H](CO)C2=NC=CC=C2)F